(((benzyloxy)carbonyl)amino)-3-(6,7-dimethylthieno[3,2-b]pyridine-2-carboxamido)propanoate C(C1=CC=CC=C1)OC(=O)NC(C(=O)[O-])CNC(=O)C1=CC2=NC=C(C(=C2S1)C)C